ClC1=CC2=C(C=N1)C(=C(N2C)C2=C(C=CC=C2)OC)C 6-chloro-2-(2-methoxyphenyl)-1,3-dimethylpyrrolo[3,2-c]pyridine